(2-acetamidothiazol-5-ylmethyl)-N-(pyrazin-2-yl)piperidine-4-carboxamide C(C)(=O)NC=1SC(=CN1)CN1CCC(CC1)C(=O)NC1=NC=CN=C1